N-([1,1'-biphenyl]-4-yl)-9,9-dimethyl-N-(4-(9-phenyl-9H-carbazole-3-yl)phenyl)-9H-fluoren-2-amine C1(=CC=C(C=C1)N(C1=CC=2C(C3=CC=CC=C3C2C=C1)(C)C)C1=CC=C(C=C1)C=1C=CC=2N(C3=CC=CC=C3C2C1)C1=CC=CC=C1)C1=CC=CC=C1